2,5-dioxopyrrolidin-1-yl (2S)-2-[(tert-butoxycarbonyl)amino]-3-phenylpropanoate C(C)(C)(C)OC(=O)N[C@H](C(=O)ON1C(CCC1=O)=O)CC1=CC=CC=C1